N1N=CC=2C1=NC=NC2N[C@H](C(=O)O)CCN(CCCCC2=NC=1NCCCC1C=C2)CCOC (S)-2-((1H-pyrazolo[3,4-d]pyrimidin-4-yl)amino)-4-((2-methoxyethyl)(4-(5,6,7,8-tetrahydro-1,8-naphthyridin-2-yl)butyl)amino)butanoic acid